(S)-4-{2-[4-(2-(2,4-dimethyl-3-oxopiperazin-1-yl)ethoxy)phenyl]quinolin-6-yl}-6-methyl-1-tosyl-1H-pyrrolo[2,3-c]pyridin-7(6H)-one C[C@@H]1N(CCN(C1=O)C)CCOC1=CC=C(C=C1)C1=NC2=CC=C(C=C2C=C1)C=1C2=C(C(N(C1)C)=O)N(C=C2)S(=O)(=O)C2=CC=C(C)C=C2